C([O-])([O-])=O.[Na+].NCC=1C=C2C=CN=C(C2=CC1)N.[Na+] 6-(Aminomethyl)isoquinolin-1-amine Sodium carbonate